tert-butyl ((3-bromo-1-((2-(trimethylsilyl)ethoxy)methyl)-1H-pyrazol-4-yl)methyl)(methyl)carbamate BrC1=NN(C=C1CN(C(OC(C)(C)C)=O)C)COCC[Si](C)(C)C